C(C1=CC=CC=C1)N1C[C@@H]2OC3=C([C@H]1C2)C=CC(=C3)C(=O)OCC ethyl (2R,5R)-4-benzyl-2,3,4,5-tetrahydro-2,5-methanobenzo[f][1,4]oxazepine-8-carboxylate